4-((2-(8-((4-methoxyphenyl)amino)pyrimido[5,4-d]pyrimidin-4-yl)hydrazineylidene)methyl)benzene-1,2-diol COC1=CC=C(C=C1)NC1=NC=NC2=C1N=CN=C2NN=CC=2C=C(C(=CC2)O)O